tert-butyl ((8-(chloromethyl)-6-cyclopropylimidazo[1,2-a]pyridin-2-yl)methyl)-carbamate ClCC=1C=2N(C=C(C1)C1CC1)C=C(N2)CNC(OC(C)(C)C)=O